3-(4,5-dibromo-2-methyl-3,6-dioxopyridazin-1-yl)-N-(2-propylthiazolo[4,5-c]quinolin-4-yl)propionamide BrC=1C(N(N(C(C1Br)=O)CCC(=O)NC1=NC=2C=CC=CC2C2=C1N=C(S2)CCC)C)=O